C(C)(C)(C)OC(=O)N1C(C(N(C2=CC=CC=C12)N)CC)C 4-amino-3-ethyl-2-methyl-2,3-dihydroquinoxaline-1-carboxylic acid tert-butyl ester